C(C1=CC=CC=C1)N1C(=NC2=C1C=CC=C2N2CCNCC2)C(F)(F)F 1-Benzyl-4-(Piperazin-1-Yl)-2-(Trifluoromethyl)-1H-Benzimidazole